propane-1-sulfonic acid potassium salt [K+].C(CC)S(=O)(=O)[O-]